(R)-N-(1-cyanopyrrolidin-3-yl)-6-(1-methyl-1H-pyrazol-4-yl)-1H-indazole-3-carboxamide C(#N)N1C[C@@H](CC1)NC(=O)C1=NNC2=CC(=CC=C12)C=1C=NN(C1)C